4-chloromethyl-1,1'-biphenyl ClCC1=CC=C(C=C1)C1=CC=CC=C1